2-ethyl-4,6-di(furan-2-yl)pyridine C(C)C1=NC(=CC(=C1)C=1OC=CC1)C=1OC=CC1